(S)-1-benzyl-N-(5-methyl-4-oxo-7-(4-(quinolin-5-yloxy)but-1-yn-1-yl)-2,3,4,5-tetrahydrobenzo[b][1,4]oxazepin-3-yl)-1H-1,2,4-triazole-3-carboxamide C(C1=CC=CC=C1)N1N=C(N=C1)C(=O)N[C@@H]1C(N(C2=C(OC1)C=CC(=C2)C#CCCOC2=C1C=CC=NC1=CC=C2)C)=O